FC=1C=C2C(C(=CN(C2=NC1N1C[C@H](CC1)O)C1=C(C=C(C=C1F)F)F)C(=O)N[C@@H](COC)C(C)C)=O 6-fluoro-7-[(3S)-3-hydroxypyrrolidin-1-yl]-N-[(2R)-1-methoxy-3-methylbut-2-yl]-4-oxo-1-(2,4,6-trifluorophenyl)-1,4-dihydro-1,8-naphthyridine-3-carboxamide